4-(4-chlorophenyl)-N-(tetrahydropyran-2-ylmethyl)phthalazin ClC1=CC=C(C=C1)C1=NN(CC2=CC=CC=C12)CC1OCCCC1